N-cyclobutyl-4-(5-(difluoromethyl)-1,3,4-thiadiazol-2-yl)-8-((3S,5S)-3,5-dimethylpiperazin-1-yl)-2-methylquinazoline-6-sulfonamide C1(CCC1)NS(=O)(=O)C=1C=C2C(=NC(=NC2=C(C1)N1C[C@@H](N[C@H](C1)C)C)C)C=1SC(=NN1)C(F)F